tetrabutylphosphonium bromide salt [Br-].C(CCC)[P+](CCCC)(CCCC)CCCC